FC(C1=CC=CC(=N1)O)(F)F 6-(trifluoromethyl)pyridin-2-ol